3,4,5-triphenoxybenzoic acid O(C1=CC=CC=C1)C=1C=C(C(=O)O)C=C(C1OC1=CC=CC=C1)OC1=CC=CC=C1